benzyl (2-(4-oxopiperidin-1-yl)ethyl)carbamate O=C1CCN(CC1)CCNC(OCC1=CC=CC=C1)=O